4-[(3-chloro-2-fluorophenyl)amino]-7-methoxyquinazolin-6-yl-4-[4-(trifluoromethyl)benzyl]-(R)-2-methylpiperazine-1-carboxamide ClC=1C(=C(C=CC1)NC1=NC=NC2=CC(=C(C=C12)[C@]1(N(CCN(C1)CC1=CC=C(C=C1)C(F)(F)F)C(=O)N)C)OC)F